S1(=O)(=O)NC(=O)C2=CC=CC=C12.Cl.COC1=NN(C=C1NC1=NC=CC(=N1)C1=CNC2=C(C=CC=C12)NC([C@@H](C)N1CCN(CC1)C)=O)C (2R)-N-(3-{2-[(3-methoxy-1-methyl-1H-pyrazol-4-yl)amino]pyrimidin-4-yl}-1H-indol-7-yl)-2-(4-methylpiperazin-1-yl)propanamide hydrochloride saccharine salt